BrC=1C=C(C=CC1)C(\C=C\N(C)C)=O (E)-1-(3-bromophenyl)-3-(dimethylamino)prop-2-en-1-one